N'-[1-[2-chloro-4-(trifluoromethyl)phenyl]ethyl]-N'-methyl-oxamide ClC1=C(C=CC(=C1)C(F)(F)F)C(C)N(C(C(N)=O)=O)C